C(CCC)N(CCCN)CCCC N,N-dibutylpropane-1,3-diamine